ClC=1C(=C(CN2[C@@H](C[C@@](CC2)(C(=O)O)CC2=NC(=NC(=C2F)C(F)(F)F)NC2=NNC(=C2)C)CC)C=CC1)F (2R,4R)-1-(3-chloro-2-fluorobenzyl)-2-ethyl-4-((5-fluoro-2-((5-methyl-1H-pyrazol-3-yl)amino)-6-(trifluoromethyl)pyrimidin-4-yl)-methyl)piperidine-4-carboxylic acid